NC1=NC=2C=CC(=CC2C2=C1[C@@H](OC2)C)C(=O)N(CC2=NC=C(C=C2)C(F)(F)F)[C@@H]2[C@@H](CCC2)C#N (3S)-4-amino-N-((1S,2R)-2-cyanocyclopentyl)-3-methyl-N-((5-(trifluoromethyl)-2-pyridinyl)methyl)-1,3-dihydrofuro[3,4-c]quinoline-8-carboxamide